COCCCCOC=C(C)C1=CC(=CC=C1)C(=COCCCCOC)C 1,3-bis(1-(4-methoxybutoxy)prop-1-en-2-yl)benzene